methyl (2S)-2-[[(2S)-2-[(7-chloro-1H-indole-2-carbonyl)amino]-3-cyclopropyl-propanoyl]amino]-3-(5-oxo-4-azaspiro[2.4]heptan-6-yl)propanoate ClC=1C=CC=C2C=C(NC12)C(=O)N[C@H](C(=O)N[C@H](C(=O)OC)CC1C(NC2(CC2)C1)=O)CC1CC1